NC1=C(SC2=NC(=CC(=C21)C=2N(N=CC2)C)C=2C=NC(=NC2)NC(OC(C)(C)C)=O)C2=NN=C1N2CCCCC1 tert-butyl N-{5-[3-amino-4-(2-methylpyrazol-3-yl)-2-{5H,6H,7H,8H,9H-[1,2,4]triazolo[4,3-a]azepin-3-yl}thieno[2,3-b]pyridin-6-yl]pyrimidin-2-yl}carbamate